6-(2,4-dioxo-1H-pyrimidin-5-yl)-4-[(3S)-3-methylpyrrolidin-1-yl]pyridazine-3-carbonitrile O=C1NC=C(C(N1)=O)C1=CC(=C(N=N1)C#N)N1C[C@H](CC1)C